CC(=CC(O)C1=C(C=CC=C1)C#CC1=C(C=CC=C1)C)C 3-methyl-1-(2-(o-tolylethynyl)phenyl)but-2-en-1-ol